8-(3,7-dimethylocta-2,6-dien-1-yl)-7-hydroxy-2-(2-oxopropyl)-5-pentyl-2-phenyl-4H-benzo[d][1,3]dioxin-4-one CC(=CCC1=C(C=C(C2=C1OC(OC2=O)(C2=CC=CC=C2)CC(C)=O)CCCCC)O)CCC=C(C)C